dimethyl-triethylene glycol tellurium oxygen [O].[Te].CC(COCCOCCO)(C)O